3-bromo-1,1':3',1''-terphenyl-2'',3'',4'',5'',6''-d5 BrC=1C=C(C=CC1)C1=CC(=CC=C1)C1=C(C(=C(C(=C1[2H])[2H])[2H])[2H])[2H]